Bis(2-methoxyethyl)aminosulfur Trifluoride COCCN(CCOC)S(F)(F)F